FC(C=1C=CC(=NC1)NC1CCN(CC1)S(=O)(=O)C1=CC=C(C=C1)C=1SC2=C(N1)C=CC(=C2)C#N)(F)F 2-(4-((4-((5-(trifluoromethyl)pyridin-2-yl)amino)piperidin-1-yl)sulfonyl)phenyl)benzo[d]thiazole-6-carbonitrile